bis(2-chloroethyl)propan-1-amine hydrochloride Cl.ClCCC(CC)(N)CCCl